NC1=NC=C(C=C1C=1C=C2C(NC(C2=CC1)=O)=O)C1=CC=C(C=C1)N1CCN(CC1)C 5-(2-amino-5-(4-(4-methylpiperazin-1-yl)phenyl)pyridin-3-yl)isoindoline-1,3-dione